C(C)(C)(C)OC(=O)C1=NC(=CC=C1C1=C(C(=CC=C1)NC(=O)C12CC3CC(CC(C1)C3)C2)C)N2CC3=C(C=CC=C3CC2)C(NC=2SC3=C(N2)C=CC=C3)=O 6-[8-(1,3-benzothiazol-2-ylcarbamoyl)-3,4-dihydroisoquinolin-2(1H)-yl]-3-(2-methyl-3-{[tricyclo[3.3.1.13,7]dec-1-ylcarbonyl]amino}phenyl)pyridine-2-carboxylic acid tert-butyl ester